N-(4-cyclopropyl-3-fluorobenzyl)-2-methylpropane-2-sulfinamide C1(CC1)C1=C(C=C(CNS(=O)C(C)(C)C)C=C1)F